azabicyclo[3.2.1]octane-1-carboxamide C12(NCCC(CC1)C2)C(=O)N